O.C(=O)NNC=O diformyl-hydrazine hydrate